5-((3-(2,3-dichlorophenyl)-3,8-diazabicyclo[3.2.1]oct-8-yl)methyl)-2-(2,4-dioxotetrahydropyrimidin-1(2H)-yl)isoindoline-1,3-dione ClC1=C(C=CC=C1Cl)N1CC2CCC(C1)N2CC=2C=C1C(N(C(C1=CC2)=O)N2C(NC(CC2)=O)=O)=O